FC=1C=C(C=CC1)N1N=C(C=C(C1=O)C(=O)N[C@@H](C)C(C)(C)O)C=1C=NC(=NC1)C(F)(F)F 2-(3-Fluorophenyl)-N-[(2S)-3-hydroxy-3-methylbutan-2-yl]-3-oxo-6-[2-(trifluoromethyl)pyrimidin-5-yl]-2,3-dihydropyridazine-4-carboxamide